O1C(=NC=C1)C=1C=NC2=CC=C(C=C2C1NC1=C(C(=O)O)C=CC=C1)OC(F)(F)F 2-[[3-oxazol-2-yl-6-(trifluoromethoxy)-4-quinolyl]amino]benzoic acid